6-chloro-N-(4-chloro-1H-indol-6-yl)-4-methoxy-1H-benzo[d]imidazol-2-amine ClC=1C=C(C2=C(NC(=N2)NC2=CC(=C3C=CNC3=C2)Cl)C1)OC